N(=[N+]=[N-])[C@H]1[C@@H](O[C@@H]2OC(O[C@@H]21)(C)C)C=2OC(OC2)(C)C (3ar,5R,6s,6ar)-6-azido-5-((R)-2,2-dimethyl-1,3-dioxol-4-yl)-2,2-dimethyltetrahydrofurano[2,3-d][1,3]dioxole